ClC=1C=C(C=CC1)NC=1C2=C(N=CN1)C(=NC=N2)NN=CC2=CC=C(C=C2)F N-(3-chlorophenyl)-8-(2-(4-fluorobenzylidene)hydrazineyl)pyrimido[5,4-d]pyrimidin-4-amine